dimethyltin hydroxy(oleate) OC(C(=O)[O-])CCCCCC\C=C/CCCCCCCC.C[Sn+2]C.OC(C(=O)[O-])CCCCCC\C=C/CCCCCCCC